(1R,5S)-N-((1R,2R,4S)-7-cyano-7-azabicyclo[2.2.1]heptan-2-yl)-3-(3,5-dichlorophenyl)-3-azabicyclo[3.1.0]hexane-1-carboxamide C(#N)N1[C@H]2[C@@H](C[C@@H]1CC2)NC(=O)[C@]21CN(C[C@H]1C2)C2=CC(=CC(=C2)Cl)Cl